P(O)O.C1(=CC=CC=C1)C=1C(=C(C(=O)[Li])C(=CC1C)C)C phenyl-2,4,6-trimethylbenzoyl-lithium phosphonite